2-hydroxy-3-(trifluoromethoxy)benzaldehyde OC1=C(C=O)C=CC=C1OC(F)(F)F